1-thiomorpholino oxide S1CCN(CC1)ON1CCSCC1